ClC1=C(C=C(C=C1)N1N=CN=C1CNCCF)F {[1-(4-chloro-3-fluorophenyl)-1H-1,2,4-triazol-5-yl]methyl}(2-fluoroethyl)amine